BrC1=NN2C(NC(CC2)=O)=C1 2-bromo-6,7-dihydropyrazolo[1,5-a]pyrimidin-5(4H)-one